7-methyl-6-(1-((4-methyl-4H-1,2,4-triazol-3-yl)sulfonyl)piperidin-4-yl)-[1,2,4]triazolo[1,5-a]pyridine CC1=CC=2N(C=C1C1CCN(CC1)S(=O)(=O)C1=NN=CN1C)N=CN2